3-aminoproline NC1[C@H](NCC1)C(=O)O